CC1=C(C=CC=C1)C=1SC=C(N1)C=1OC(=NN1)SC 2-(2-(2-methylphenyl)thiazol-4-yl)-5-(methylthio)-1,3,4-oxadiazole